ethyl-(cyclohexylthio)carbamic acid C(C)N(C(O)=O)SC1CCCCC1